4-(4-((4-(5-(5-(difluoromethyl)-5H-pyrido[4,3-b]indol-7-yl)pyridin-2-yl)piperazin-1-yl)methyl)piperidin-1-yl)-2-(2,4-dioxotetrahydropyrimidin-1(2H)-yl)isoindoline-1,3-dione FC(N1C2=C(C=3C=CC(=CC13)C=1C=CC(=NC1)N1CCN(CC1)CC1CCN(CC1)C1=C3C(N(C(C3=CC=C1)=O)N1C(NC(CC1)=O)=O)=O)C=NC=C2)F